N1N=CC(=C1)C1=CC=C(C=C1)NC1=NC(=NC=C1)C1=CC=C2C=C(NC2=C1)C(=O)NC1=CN=NC=C1 6-(4-((4-(1H-pyrazol-4-yl)phenyl)-amino)-pyrimidin-2-yl)-N-(pyridazin-4-yl)-1H-indole-2-carboxamide